3-(6-benzyloxy-1H-indol-3-yl)-2-acetylaminopropionic acid C(C1=CC=CC=C1)OC1=CC=C2C(=CNC2=C1)CC(C(=O)O)NC(C)=O